NC=1C=CC2=CN(N=C2C1)C1=C(C#N)C=C(C=C1)CN1CC2=CC=C(C=C2C1)C(F)(F)F 2-(6-amino-2H-indazol-2-yl)-5-((5-(trifluoromethyl)isoindolin-2-yl)methyl)benzonitrile